3-{[2-(4-chlorophenyl)imidazo[1,2-a]pyrimidin-3-yl]methyl}-N-{4-[(trifluoromethyl)sulfanyl]phenyl}-3,8-diazabicyclo[3.2.1]octane-8-carboxamide ClC1=CC=C(C=C1)C=1N=C2N(C=CC=N2)C1CN1CC2CCC(C1)N2C(=O)NC2=CC=C(C=C2)SC(F)(F)F